1-(9H-fluoren-9-ylmethoxycarbonyl)pyrrolidine-3-carboxylic acid C1=CC=CC=2C3=CC=CC=C3C(C12)COC(=O)N1CC(CC1)C(=O)O